FC(C=1N=CC(=NC1)C[C@H]1CC2(CN(C2)C(=O)N2CC3(C2)NC(OC3)=O)CC1)(F)F 2-[(6R)-6-[[5-(trifluoromethyl)pyrazin-2-yl]methyl]-2-azaspiro[3.4]octane-2-carbonyl]-7-oxa-2,5-diazaspiro[3.4]octan-6-one